CC1=C(C(=CC=C1)OCCCC=C)C1=CC(=CC=C1)[C@H](CC(=O)OC)NC([C@H](CC=C)N1C(C=CC(=C1)C(F)(F)F)=O)=O Methyl (S)-3-(2'-methyl-6'-(pent-4-en-1-yloxy)-[1,1'-biphenyl]-3-yl)-3-((S)-2-(2-oxo-5-(trifluoromethyl)pyridin-1(2H)-yl)pent-4-enamido)propanoate